8,11-dimethyl-7,11-octadecadiene-1,18-dicarboxylic acid CC(=CCCCCCCC(=O)O)CCC(=CCCCCCCC(=O)O)C